C12(CCC3=CC=C(C=C13)O)CCC1=CC=C(C=C12)O spirobiindane-6,6'-diol